BrC1=NSN=C1C=1NC2=C(N1)C(=CC=C2)F 3-bromo-4-(7-fluoro-benzimidazol-2-yl)-1,2,5-thiadiazole